(S)-1-((R)-4-(6-((4-cyano-2-fluorobenzyl)oxy)pyridin-2-yl)-2-(hydroxymethyl)piperazin-1-yl)ethan C(#N)C1=CC(=C(COC2=CC=CC(=N2)N2C[C@@H](N(CC2)CC)CO)C=C1)F